NC1(CCCCC1)CC(=O)O 1-aminocyclohexaneacetic acid